ClC1=C(C=CC=C1)[C@@H]1OC[C@@H]([C@@H](O1)C1=C(C=CC=C1)O)C\C=C/CCC(=O)O (Z)-6-((2R,4R,5S)-2-(2-chlorophenyl)-4-(2-hydroxyphenyl)-1,3-dioxan-5-yl)hex-4-enoic acid